N-(2-amino-3-fluoro-4-((4-(trifluoromethyl)benzyl)amino)phenyl)-3,3-dimethylbutanamide NC1=C(C=CC(=C1F)NCC1=CC=C(C=C1)C(F)(F)F)NC(CC(C)(C)C)=O